1-(2-(benzyloxy)ethyl)-N-(4-fluoro-3-methyl-2-oxo-2,3-dihydrobenzo[d]thiazol-6-yl)-4-methyl-5-(2-(trifluoromethyl)phenyl)-1H-pyrrole-3-carboxamide C(C1=CC=CC=C1)OCCN1C=C(C(=C1C1=C(C=CC=C1)C(F)(F)F)C)C(=O)NC1=CC2=C(N(C(S2)=O)C)C(=C1)F